2-bromo-1-(2,4-dichlorophenyl)ethan-1-one tert-Butyl-2-[6-[2-[6-[(8-chloro-2-methyl-1-oxo-5-isoquinolyl)oxy]-2-azaspiro[3.3]heptan-2-yl]ethylamino]-5-fluoro-indazol-1-yl]acetate C(C)(C)(C)OC(CN1N=CC2=CC(=C(C=C12)NCCN1CC2(C1)CC(C2)OC2=C1C=CN(C(C1=C(C=C2)Cl)=O)C)F)=O.BrCC(=O)C2=C(C=C(C=C2)Cl)Cl